CC=1C=2N(C=C(N1)C)N=C(C2)C(CC(=O)OCC)=O.CO[Si](O[SiH3])(OC)OC trimethoxy-Disiloxane ethyl 3-(4,6-dimethylpyrazolo[1,5-a]pyrazin-2-yl)-3-oxopropionate